CN(C1=C(C=CC(=C1)C(=O)OC)[C@H]1N(CCCC1)CC1=C2C=CN(C2=C(C=C1OC)C)C(=O)OC(C)(C)C)C tert-butyl 4-{[(2S)-2-[2-(dimethylamino)-4-(methoxycarbonyl)phenyl]piperidin-1-yl]methyl}-5-methoxy-7-methylindole-1-carboxylate